(2R,3S)-3-(((S)-1-phenylethyl)amino)pyrrolidine-1,2-dicarboxylic acid 2-methyl ester COC(=O)[C@@H]1N(CC[C@@H]1N[C@@H](C)C1=CC=CC=C1)C(=O)O